CN1CC(CCC1)C=1SC2=C(N1)C=C(C=C2)B2OC(C(O2)(C)C)(C)C 2-(1-methylpiperidin-3-yl)-5-(4,4,5,5-tetramethyl-1,3,2-dioxaborolan-2-yl)benzo[d]thiazole